(3-hydroxypropylamino)-6,7,8,9,10,11-hexahydrocyclohepta[c]isoquinolin-5-one OCCCNC1=C2C3=C(NC(C2=CC=C1)=O)CCCCC3